1,3-butylene glycol sulfate S(=O)(=O)(O)O.C(CC(C)O)O